FC1=CC(=C(COC=2C=C3C(=CC(=NC3=CC2)C(=O)N2CCC(CC2)(C#N)C2=CC=CC=C2)C(=O)N2CCCCC2)C=C1)[N+](=O)[O-] 1-(6-((4-fluoro-2-nitro-benzyl)oxy)-4-(piperidine-1-carbonyl)quinoline-2-carbonyl)-4-phenylpiperidine-4-carbonitrile